COC([C@@H](NC(=O)OCC1=CC=CC=C1)CCOS(=O)(=O)C)=O N-carbobenzoxy-O-methylsulfonyl-L-homoserine methyl ester